(E)-N-(4-(1-(6-(4-(4-((2-(2,6-dioxopiperidin-3-yl)-3-oxoisoindoline-4-yl)oxy)butyl)piperazin-1-yl)nicotinoyl)piperidin-4-yl)butyl)-3-(pyridin-3-yl)acrylamide O=C1NC(CCC1N1CC2=CC=CC(=C2C1=O)OCCCCN1CCN(CC1)C1=NC=C(C(=O)N2CCC(CC2)CCCCNC(\C=C\C=2C=NC=CC2)=O)C=C1)=O